trans-2-(1-methyl-1H-indol-5-yl)cyclopropylamine CN1C=CC2=CC(=CC=C12)[C@H]1[C@@H](C1)N